3-bromo-4-Hydroxybenzoic acid BrC=1C=C(C(=O)O)C=CC1O